ClC1=CC(=CC=2N=C(OC21)C=2C(=C(C=CC2)C2=C(C(=CC=C2)C=2OC1=C(N2)C=C(C=C1Cl)CN1C[C@H](CC1)O)C)C)CN1C[C@H](CC1)C(=O)O (S)-1-((7-chloro-2-(3'-(7-chloro-5-(((S)-3-hydroxypyrrolidin-1-yl)methyl)benzo[d]oxazol-2-yl)-2,2'-dimethylbiphenyl-3-yl)benzo[d]oxazol-5-yl)methyl)pyrrolidine-3-carboxylic acid